NC1=C2C(=NC(=N1)Cl)N(N=C2)CC=2C=CC(=C(CCN1N=C(C=CC1=O)CO)C2)Br (5-((4-amino-6-chloro-1H-pyrazolo[3,4-d]pyrimidin-1-yl)methyl)-2-bromo-phenethyl)-6-(hydroxymethyl)pyridazin-3(2H)-one